N(N)C(=O)C=1C=NN2C1C=C(C=C2N2CCN(CC2)C(=O)N(C)C)S(NC2(CC2)C)(=O)=O 4-(3-(hydrazinecarbonyl)-5-(N-(1-methylcyclopropyl)sulfamoyl)pyrazolo[1,5-a]pyridin-7-yl)-N,N-dimethylpiperazine-1-carboxamide